3-(2,2-dideuterio-2-hydroxy-ethyl)urea [2H]C(CNC(N)=O)(O)[2H]